N-methyl-4-(methyl-((1S,3S)-3-(propylsulfonamido)cyclobutyl)amino)-7H-pyrrolo[2,3-d]pyrimidin CN1CN=C(C2=C1NC=C2)N(C2CC(C2)NS(=O)(=O)CCC)C